(3-Chlorophenyl)-[3-[2-(3-chlorophenyl)ethynyl]-6,8-dihydro-5H-[1,2,4]triazolo[4,3-a]pyrazin-7-yl]methanone ClC=1C=C(C=CC1)C(=O)N1CC=2N(CC1)C(=NN2)C#CC2=CC(=CC=C2)Cl